CC(=O)C1=C2C(=CC(=N1)C(=O)N)C3=C(N2)C(=CC=C3)O The molecule is a beta-carboline alkaloid that is 9H-beta-carboline substituted by acetyl group at position 1, a hydroxy group at position 8 and an aminocarbonyl at position 3. It has been isolated from Stellaria dichotoma var. lanceolata. It has a role as a plant metabolite. It is a beta-carboline alkaloid, an aromatic ketone, a monocarboxylic acid amide and a member of phenols.